C(C)(C)(C)OC(=O)N[C@H](CC(=O)OC(CC1=CC=C(C=C1)Cl)(C)C)C (S)-1-(4-chlorophenyl)-2-methylpropan-2-yl 3-(tert-butoxycarbonylamino)butanoate